Isopropyl 3-(2-((5-(3-(phenylsulfonamido)phenyl)pent-4-yn-1-yl)oxy)phenyl)propanoate C1(=CC=CC=C1)S(=O)(=O)NC=1C=C(C=CC1)C#CCCCOC1=C(C=CC=C1)CCC(=O)OC(C)C